cis-3-cyclopropyl-N-(4-methyl-3-(1-methyl-1H-1,2,4-triazol-3-yl)phenyl)cyclobutane-1-carboxamide C1(CC1)[C@H]1C[C@H](C1)C(=O)NC1=CC(=C(C=C1)C)C1=NN(C=N1)C